NC=1N=C(SC1C(=O)C1=CC=C(C=C1)OC)NC1=CC(=C(C=C1)OC(F)(F)F)F {4-amino-2-[3-fluoro-4-(trifluoromethoxy)anilino]-1,3-thiazol-5-yl}(4-methoxyphenyl)methanone